NC1CCN(CC1)C1=C(C=NC2=CC=C(C=C12)C1=C(C(=CC=C1)C(=O)N1CCC1)O)C1=CC(=CC(=C1)C)F 2-[4-(4-aminopiperidin-1-yl)-3-(3-fluoro-5-methylphenyl)quinolin-6-yl]-6-(azetidine-1-carbonyl)phenol